FC(C1=CC(=NC=C1)C=1SC(=CN1)C=O)(F)F (2-(4-(trifluoromethyl)pyridin-2-yl)thiazol-5-yl)methanone